C(=C)N1C(N(CC1)C=C)=O 1,3-divinyl-2-imidazolidinone